tert-butyl 4-(1-(3-((4-methoxybenzyl)amino)-6-methylfuro[2,3-b]pyrazin-2-yl)-1,3-dioxopentan-2-yl)piperazine-1-carboxylate COC1=CC=C(CNC2=C(N=C3C(=N2)OC(=C3)C)C(C(C(CC)=O)N3CCN(CC3)C(=O)OC(C)(C)C)=O)C=C1